5-(4-((1-(4-(5,7-dimethoxy-4-oxo-3,4-dihydroquinazolin-2-yl)phenyl)piperidin-4-yl)methyl)-2,6-dimethylpiperazin-1-yl)-2-(2,6-dioxopiperidin-3-yl)isoindoline-1,3-dione COC1=C2C(NC(=NC2=CC(=C1)OC)C1=CC=C(C=C1)N1CCC(CC1)CN1CC(N(C(C1)C)C=1C=C2C(N(C(C2=CC1)=O)C1C(NC(CC1)=O)=O)=O)C)=O